COCCOCCOCCOCCOCCOCCOCCOCCOC1=CC=C(C=C1)B1OC(C(O1)(C)C)(C)C 2-(4-((2,5,8,11,14,17,20,23-octaoxapentacosan-25-yl)oxy)phenyl)-4,4,5,5-tetramethyl-1,3,2-dioxaborolane